3-(1-isopropyl-3,3,7-trimethyloctahydrobenzo[c]isoxazol-5-yl)-4-methoxybenzonitrile C(C)(C)N1OC(C2C1C(CC(C2)C=2C=C(C#N)C=CC2OC)C)(C)C